N-(4-chloro-6-methyl-7H-pyrrolo[2,3-d]pyrimidin-2-yl)-2,2-dimethylpropanamide ClC=1C2=C(N=C(N1)NC(C(C)(C)C)=O)NC(=C2)C